[Br-].C1(=CC=CC=C1)[P+](CC\C=C/C\C=C/CCCOC1OCCCC1)(C1=CC=CC=C1)C1=CC=CC=C1 Triphenyl((3Z,6Z)-10-((tetrahydro-2H-pyran-2-yl)oxy)deca-3,6-dien-1-yl)phosphonium bromide